(R)-2-(1-Cyclopropyl-2-hydroxy-2-methylpropyl)-5-fluoro-7-(4-(5-methyl-1,3,4-oxadiazol-2-yl)phenyl)isoindolin-1-one C1(CC1)[C@H](C(C)(C)O)N1C(C2=C(C=C(C=C2C1)F)C1=CC=C(C=C1)C=1OC(=NN1)C)=O